C1(CC1)C(CS(=O)(=O)O)C1=CC(=CC=C1)OC[C@@H]1CC[C@H](CC1)C1=C(C=CC(=C1)OC)F 2-cyclopropyl-2-(3-(((trans)-4-(2-fluoro-5-methoxyphenyl)cyclohexyl)methoxy)phenyl)ethanesulfonic acid